lithium iron oxide carbon [C+4].[O-2].[Fe+2].[Li+]